FC1=C(C(=CC=C1)F)C=1NC2=C(C3=C(N1)C(=NN3)C)C=C(C=C2)N2C[C@H](OCC2)C (2R)-4-[5-(2,6-difluorophenyl)-3-methyl-1,6-dihydropyrazolo[4,3-d][1,3]benzodiazepin-9-yl]-2-methyl-morpholine